C(C1=CC=CC=C1)N1C2=CC(=CC(=C2C=2C(=CC=CC12)C(=O)N)OCC1=NN=NN1)OC 9-benzyl-7-methoxy-5-((1H-tetrazol-5-yl-methyl)oxy)-carbazole-4-carboxamide